O=C1N(C(C2=CC=CC=C12)=O)CCCP(C1=CC=CC=C1)(C1=CC=CC=C1)(C1=CC=CC=C1)Br (3-(1,3-dioxo-isoindoline-2-yl)propyl)triphenyl-phosphorus bromide